(1S,3R,4R)-3-(benzylamino)-4-hydroxy-N,N-dimethylcyclohexane-1-carboxamide C(C1=CC=CC=C1)N[C@@H]1C[C@H](CC[C@H]1O)C(=O)N(C)C